N1-{7-methoxy-5-[2-(triisopropylsilyl)ethynyl]pyrido[2,3-d]pyrimidin-2-yl}-4-(4-methylpiperazin-1-yl)-N3-[(1-methylpyrazol-3-yl)methyl]benzene-1,3-diamine COC=1C=C(C2=C(N=C(N=C2)NC2=CC(=C(C=C2)N2CCN(CC2)C)NCC2=NN(C=C2)C)N1)C#C[Si](C(C)C)(C(C)C)C(C)C